FC(C1=CC=C(C=C1)C1=NC(=C2N1C=CC=C2)/C=C/C(=O)O)(F)F (E)-3-(3-(4-(trifluoromethyl)phenyl)imidazo[1,5-a]pyridin-1-yl)acrylic acid